FCCN1[C@@H](CCC1)CO [(2S)-1-(2-Fluoroethyl)pyrrolidin-2-yl]methanol